monobenzyl-alpha-amino-epsilon-caprolactam C(C1=CC=CC=C1)C1(C(=O)NCCCC1)N